8-(3-chloro-2-methylphenyl)-9-(4-((1-(3-fluoropropyl)azetidin-3-yl)methyl)phenyl)-6,7-dihydro-5H-benzo[7]annulene-3-carboxylic acid hydrochloride Cl.ClC=1C(=C(C=CC1)C=1CCCC2=C(C1C1=CC=C(C=C1)CC1CN(C1)CCCF)C=CC(=C2)C(=O)O)C